S(=O)(=O)(O)O.C1(=CC=CC2=CC=CC=C12)O.C1(=CC=CC2=CC=CC=C12)O.C1(=CC=CC2=CC=CC=C12)O.C1(=CC=CC2=CC=CC=C12)O tetra1-naphthalenol sulfate